FC1=C(C=CC(=C1)F)NCC1=C(C=C(C=2C(C=C(OC21)C2=CC=CC=C2)=O)O)O 8-((2,4-difluorophenylamino)methyl)-5,7-dihydroxy-2-phenyl-4H-1-benzopyran-4-one